(3-fluorophenyl)-[2,4'-bithiazole]-2'-amine FC=1C=C(C=CC1)C=1N=C(SC1)C=1N=C(SC1)N